1-(2-((2-((3-chloro-2-fluorobenzyl)amino)-2-oxoethyl)(isopropyl)amino)-2-oxoethyl)-N5-phenyl-1H-indazole-3,5-dicarboxamide ClC=1C(=C(CNC(CN(C(CN2N=C(C3=CC(=CC=C23)C(=O)NC2=CC=CC=C2)C(=O)N)=O)C(C)C)=O)C=CC1)F